CN(C)CCCO N,N-dimethyl-3-hydroxy-1-propylamine